Dimethyl 2'-((4-(((tert-butyldimethylsilyl)oxy)methyl)-2,6-dimethoxybenzamido)-methyl)-[1,1':4',1''-terphenyl]-4,4''-dicarboxylate [Si](C)(C)(C(C)(C)C)OCC1=CC(=C(C(=O)NCC2=C(C=CC(=C2)C2=CC=C(C=C2)C(=O)OC)C2=CC=C(C=C2)C(=O)OC)C(=C1)OC)OC